1,12-diamino-5,9-diazadodecane NCCCCNCCCNCCCN